[Cu].[W].[Ag] silver-tungsten-copper